FC1=C(C(=C(C=C1OC)OC)F)C#CC=1C=NC(=NC1)NC(=O)N1CCCC2=CC=C(N=C12)C(OC)OC N-[5-[2-(2,6-difluoro-3,5-dimethoxy-phenyl)ethynyl]pyrimidin-2-yl]-7-(dimethoxymethyl)-3,4-dihydro-2H-1,8-naphthyridine-1-carboxamide